N-[(2,4-dimethoxyphenyl)methyl]-4-[2-(1-ethyl-3-methyl-1H-pyrazol-5-yl)-5-(hydroxymethyl)-1,3-oxazol-4-yl]-1-methyl-1H-pyrazolo[4,3-c]pyridine-6-carboxamide COC1=C(C=CC(=C1)OC)CNC(=O)C1=CC2=C(C(=N1)C=1N=C(OC1CO)C1=CC(=NN1CC)C)C=NN2C